4-hydroxyphenyl-5-(4-hydroxyphenyl)-6-(4-(6-selenocyanohexanamido) phenyl)-7-oxabicyclo[2.2.1]hept-5-ene-2-sulfonate OC1=CC=C(C=C1)OS(=O)(=O)C1C2C(=C(C(C1)O2)C2=CC=C(C=C2)O)C2=CC=C(C=C2)NC(CCCCC[Se]C#N)=O